tert-butyl (2S)-2-amino-6-[[(tert-butoxy)carbonyl]amino]hexanoate N[C@H](C(=O)OC(C)(C)C)CCCCNC(=O)OC(C)(C)C